(R)-7-(6-(1-(2,2-difluoro-1-(4-fluorophenyl)propyl)-1H-pyrazol-4-yl)-3,5-difluoro-pyridin-2-yl)-[1,2,4]triazolo[1,5-a]pyridin-2-amine FC([C@@H](C1=CC=C(C=C1)F)N1N=CC(=C1)C1=C(C=C(C(=N1)C1=CC=2N(C=C1)N=C(N2)N)F)F)(C)F